NCC1=NC(=NO1)C1=C(C2=C(S1)C(=CC=C2)N[C@H]2[C@H](CN(CC2)C(=O)OC(C)(C)C)F)CC(F)(F)F tert-butyl (3S,4R)-4-((2-(5-(aminomethyl)-1,2,4-oxadiazol-3-yl)-3-(2,2,2-trifluoroethyl)benzo[b]thiophen-7-yl)amino)-3-fluoropiperidine-1-carboxylate